N1=NC=C(C=C1)C1=NN2C(=NC=3C=CC=CC3C2=N1)N[C@H]1C(NCCCC1)=O (3R)-3-{[2-(pyridazin-4-yl)[1,2,4]triazolo[1,5-c]quinazolin-5-yl]amino}azepan-2-one